CCCCC=C 5-Hexen